N-(3-chloro-4-fluorophenyl)-1,2,4-trimethyl-5-(2-((4-methyltetrahydro-2H-pyran-4-yl)amino)-2-oxoacetyl)-1H-pyrrole-3-carboxamide ClC=1C=C(C=CC1F)NC(=O)C1=C(N(C(=C1C)C(C(=O)NC1(CCOCC1)C)=O)C)C